tert-Butyl-((7R)-2-(2-(1-(cyclopropylmethyl)-1H-indol-2-yl)-4-methoxy-3-methylbenzofuran-6-carbonyl)-2-azabicyclo[2.2.1]heptan-7-yl)carbamate C(C)(C)(C)OC(N[C@H]1C2N(CC1CC2)C(=O)C2=CC1=C(C(=C(O1)C=1N(C3=CC=CC=C3C1)CC1CC1)C)C(=C2)OC)=O